COC=1C(=NC(=NC1C1=CC=NC=C1)C1=CC(=CC=C1)C1=NN(C=C1)C)NCC=1C=NC=CC1 5-methoxy-2-(3-(1-methyl-1H-pyrazol-3-yl)phenyl)-N-(pyridin-3-ylmethyl)-6-(pyridin-4-yl)pyrimidin-4-amine